N-(4-(3-oxo-3-(phenylamino)propyl)-1-phenyl-1H-imidazol-2-yl)-3-(1-((2-(trimethylsilyl)ethoxy)methyl)-1H-pyrazol-4-yl)benzamide O=C(CCC=1N=C(N(C1)C1=CC=CC=C1)NC(C1=CC(=CC=C1)C=1C=NN(C1)COCC[Si](C)(C)C)=O)NC1=CC=CC=C1